C(C)(C)(C)OC(=O)N1CCN(CC1)C(C1=C(C=C(C(=C1)CCC=O)C)OC)=O 4-(2-methoxy-4-methyl-5-(3-oxopropyl)benzoyl)piperazine-1-carboxylic acid tert-butyl ester